ClC1=C(C=C(C=N1)N1CCOCC1)F 4-(6-Chloro-5-fluoropyridin-3-yl)morpholine